(1r,10r)-6-benzyloxy-N-[(2,4-difluorophenyl)methyl]-10-methyl-5,8,13-trioxo-2,9-diazatricyclo[7.4.1.02,7]tetradec-3,6,11-triene-4-carboxamide C(C1=CC=CC=C1)OC=1C(C(=CN2[C@H]3C(C=C[C@H](N(C(C12)=O)C3)C)=O)C(=O)NCC3=C(C=C(C=C3)F)F)=O